2-(6-(trifluoromethyl)pyridin-2-yl)acetic acid FC(C1=CC=CC(=N1)CC(=O)O)(F)F